(3''-(4-phenyl-6-(3-(quinolin-8-yl)phenyl)-1,3,5-triazin-2-yl)-[1,1':3',1''-terphenyl]-3-yl)boronic acid C1(=CC=CC=C1)C1=NC(=NC(=N1)C1=CC(=CC=C1)C=1C=CC=C2C=CC=NC12)C=1C=C(C=CC1)C=1C=C(C=CC1)C1=CC(=CC=C1)B(O)O